ClC=1C=C(C=2CCC(CC2C1)N1[C@@H](C[C@@H](C1)COC1=CC=C(C=C1)S(=O)(=O)C)C)C#N 3-chloro-6-[(2R,4S)-4-[(4-methanesulfonylphenoxy)methyl]-2-methylpyrrolidin-1-yl]-5,6,7,8-tetrahydronaphthalene-1-carbonitrile